1,1,1,3,3,3-hexafluoropropan-2-yl 1-(3-(2-morpholinoethoxy) benzyl)-1,8-diazaspiro[4.5]decane-8-carboxylate O1CCN(CC1)CCOC=1C=C(CN2CCCC23CCN(CC3)C(=O)OC(C(F)(F)F)C(F)(F)F)C=CC1